C(C)(=O)NC1=CC=C(OC2=CC=C(C=C2)S(=O)(=O)Cl)C=C1 4-(4-acetamidophenoxy)benzenesulfonyl chloride